C(#N)C1=C(C=C(C=C1)N1C(OC(C1)COC1=CC=C(C=C1)NC(OC)=O)C(F)(F)F)C(F)(F)F methyl (4-((3-(4-cyano-3-(trifluoromethyl)phenyl)-2-(trifluoromethyl)oxazolidin-5-yl)methoxy)phenyl)carbamate